2-hydroxy-2-methylpropyl (E)-2-cyano-3-(1-(3-(trifluoromethyl)benzyl)-1H-pyrrolo[2,3-b]pyridin-3-yl)acrylate C(#N)/C(/C(=O)OCC(C)(C)O)=C\C1=CN(C2=NC=CC=C21)CC2=CC(=CC=C2)C(F)(F)F